N-(5-(5-amino-1H-pyrazol-1-yl)-1,3,4-thiadiazol-2-yl)-4-(bicyclo[1.1.1]pentan-1-ylamino)-3-methoxy-2-oxo-2H-pyran-6-carboxamide NC1=CC=NN1C1=NN=C(S1)NC(=O)C1=CC(=C(C(O1)=O)OC)NC12CC(C1)C2